N=1N=CN2C1C(=NC=C2)N2CCC1(CN(C(O1)=O)CCC1=NN3C(C(=CC(=C3)OC[C@H](C)C3=CC=CC=C3)C)=N1)CC2 (R)-8-([1,2,4]triazolo[4,3-a]pyrazin-8-yl)-3-(2-(8-methyl-6-(2-phenylpropoxy)-[1,2,4]triazolo[1,5-a]pyridin-2-yl)ethyl)-1-oxa-3,8-diazaspiro[4.5]decan-2-one